COC1=CC=C(CN2C(N3C(C4=C2C=C(C=N4)N4CCOCC4)=NC(=C3C)C(C)C)=O)C=C1 6-(4-methoxybenzyl)-3-methyl-8-(morpholin-4-yl)-2-(propan-2-yl)imidazo[1,2-c]pyrido[2,3-e]pyrimidin-5(6H)-one